7-methoxy-4-((1-((5-methylisoxazol-3-yl)carbamoyl)-1H-indol-5-yl)oxy)quinoline-6-carboxamide Isobutyl-methacrylat C(C(C)C)OC(C(=C)C)=O.COC1=C(C=C2C(=CC=NC2=C1)OC=1C=C2C=CN(C2=CC1)C(NC1=NOC(=C1)C)=O)C(=O)N